(S)-8-hydroxy-7-methoxy-1,10,11,11a-tetrahydro-3H,5H-spiro[benzo[e]pyrrolo[1,2-a][1,4]diazepin-2,1'-cyclopropane]-5-one-11,11-d2 OC=1C(=CC2=C(NC([C@H]3N(C2=O)CC2(CC2)C3)([2H])[2H])C1)OC